2-methoxy-3-(2-methyloxazol-4-yl)aniline COC1=C(N)C=CC=C1C=1N=C(OC1)C